2-methyl-N-(8-phenyl-1,4-dioxaspiro[4.5]decan-8-yl)propane-2-sulfinamide CC(C)(C)S(=O)NC1(CCC2(OCCO2)CC1)C1=CC=CC=C1